bromo-[2-(1-methylpyrazol-4-yl)tetrahydropyran-4-yl]zinc Br[Zn]C1CC(OCC1)C=1C=NN(C1)C